2-(2,4-bis(trifluoromethyl)phenyl)-N-(4-fluorophenyl)-N-((5-(6-(1-methylpyrrolidin-3-yl)pyridazin-3-yl)-1,3,4-oxadiazol-2-yl)methyl)acetamide FC(C1=C(C=CC(=C1)C(F)(F)F)CC(=O)N(CC=1OC(=NN1)C=1N=NC(=CC1)C1CN(CC1)C)C1=CC=C(C=C1)F)(F)F